C(C)(=O)C=1C(=NC(=CC1)N1C=NC2=C1C=C(C=C2)NC=2N=NC(=CC2)C)N2N=C(C=1CN(CCC12)C(=O)OC(C)(C)C)C(F)(F)F tert-butyl 1-[3-acetyl-6-[6-[(6-methylpyridazin-3-yl)amino]benzimidazol-1-yl]-2-pyridyl]-3-(trifluoromethyl)-6,7-dihydro-4H-pyrazolo[4,3-c]pyridine-5-carboxylate